Bis[3,5-difluoro-2-(2-pyridyl)phenyl]iridium(III) FC=1C(=C(C=C(C1)F)[Ir+]C1=C(C(=CC(=C1)F)F)C1=NC=CC=C1)C1=NC=CC=C1